FC(F)(F)S(=O)(=O)[O-] trifluoromethyl-sulphonate